trans-2-((5S,7S)-7-fluoro-5-phenyl-6,7-dihydro-5H-pyrrolo[1,2-b][1,2,4]triazole-2-carbonyl)cyclopropanecarboxylic acid F[C@H]1C[C@H](N2N=C(N=C21)C(=O)[C@H]2[C@@H](C2)C(=O)O)C2=CC=CC=C2